4-bromo-1-iododibenzo[b,d]thiophene BrC1=CC=C(C2=C1SC1=C2C=CC=C1)I